CC1=NC2=CC=CC=C2C(=C1)N1CCN(CC1)C(=O)C1CN(CCC1)C(=O)C1=CC=C(C=C1)NC(C)=O N-(4-(3-(1-(2-methylquinolin-4-yl)piperazine-4-carbonyl)piperidine-1-carbonyl)phenyl)acetamide